1-oxo-1-((4-((4-(trifluoromethyl)benzyl)oxy)benzyl)amino)propan methyl-4-(cyclopropanecarbonylamino)-2-pyrrolidin-1-ylbenzoate COC(C1=C(C=C(C=C1)NC(=O)C1CC1)N1CCCC1)=O.O=C(CC)NCC1=CC=C(C=C1)OCC1=CC=C(C=C1)C(F)(F)F